4-Acetyl-3,4-dihydro-2H-benzo[b][1,4]oxazine-5-carboxylate C(C)(=O)N1C2=C(OCC1)C=CC=C2C(=O)[O-]